6-Chloro-9-ethyl-1-methyl-8-(1H-pyrazol-4-yl)-9H-pyrido[3,4-b]indole ClC=1C=C2C3=C(N(C2=C(C1)C=1C=NNC1)CC)C(=NC=C3)C